FC1([C@H](C1)C=1CNC(C1)=O)F 3R-[2,2-difluorocyclopropyl]-2H-pyrrol-5-one